COC(CCC1=CC=C(C=C1)CC1=CC=2C(CCC(C2C=C1)(C)C)(C)C)=O.FC1=NC=C(C(=C1)C#N)F 2,5-difluoro-4-cyanopyridine Methyl-3-{4-[(5,5,8,8-tetramethyl-5,6,7,8-tetrahydronaphthalen-2-yl)methyl]phenyl}propanoate